NC=1C(C(C1NCCCOC1=CC(=CC=C1)CN1CCCCC1)=O)=O 3-amino-4-((3-(3-(1-piperidinylmethyl)phenoxy)propyl)amino)-3-cyclobutene-1,2-dione